COC(=O)[C@@H]1C=C[C@@H](C1)NC(=O)OC(C)(C)C (1S,4R)-4-[[tert-butoxycarbonyl]amino]-2-cyclopentene-1-carboxylic acid methyl ester